C(C1=CC=CC=C1)OCC(OCCOCCNC(OC(C)(C)C)=O)C Tert-butyl N-[2-[2-(2-benzyloxy-1-methyl-ethoxy)ethoxy]ethyl]carbamate